(S)-3-fluoropyrrole FC1=CNC=C1